lithium 1-[(3R)-3-[3-(trifluoromethyl) phenoxy] pyrrolidin-1-yl] cyclopentane-1-carboxylate C1(CCCC1)C(=O)ON1C[C@@H](CC1)OC1=CC(=CC=C1)C(F)(F)F.[Li]